1-allyl-2,3-dimethyl-imidazolium chloride salt [Cl-].C(C=C)N1C(=[N+](C=C1)C)C